tert-Butyl (3S)-3-[4-(3-cyano-5-methoxy-imidazo[1,2-a]pyridin-7-yl)-5-methyl-triazol-1-yl]piperidine-1-carboxylate C(#N)C1=CN=C2N1C(=CC(=C2)C=2N=NN(C2C)[C@@H]2CN(CCC2)C(=O)OC(C)(C)C)OC